ClC1=CC=C2C(=C1)NC(C21N(C(C=2N=C(N(C21)C(C)C)C2=C(C=C(C(=C2)CC)N(C)C)OC)=O)C2=C(C=CC(=C2)Cl)C)=O 6-chloro-5'-(5-chloro-2-methylphenyl)-2'-(4-(dimethylamino)-5-ethyl-2-methoxyphenyl)-3'-isopropyl-3'H-spiro[indoline-3,4'-pyrrolo[3,4-d]imidazole]-2,6'(5'H)-dione